Cl.C[C@@H]1OCC2([C@@H]1N)CCN(CC2)C2=CN=C1C(=N2)NN=C1N1CCCC2=NC(=CC=C12)C1=CC=NN1C (3S,4S)-3-methyl-8-{3-[6-(1-methyl-1H-pyrazol-5-yl)-1,2,3,4-tetrahydro-1,5-naphthyridin-1-yl]-1H-pyrazolo[3,4-b]pyrazin-6-yl}-2-oxa-8-azaspiro[4.5]decan-4-amine hydrochloride